C(C1=CC=CC=C1)(=O)O[C@@H]1[C@](O[C@H]([C@@]12CCS2)N2C(NC(C=C2)=O)=O)(COC(C2=CC=CC=C2)=O)N=[N+]=[N-] (4R,5R,7R,8R)-7-azido-7-((benzoyloxy)methyl)-5-(2,4-dioxo-3,4-dihydropyrimidin-1(2H)-yl)-6-oxa-1-thiaspiro[3.4]octan-8-yl benzoate